C(C)OC(=O)C=1C(=NN(C1)C)C(Cl)Cl 3-(dichloromethyl)-1-methyl-1H-pyrazole-4-carboxylic acid ethyl ester